8-bromo-2-methyl-3,4-dihydro-2H-pyrido[4,3-b][1,4]oxazine BrC1=CN=CC2=C1OC(CN2)C